6-([4,4'-bipiperidin]-1-yl)-2-methylisoquinolin-1(2H)-one N1(CCC(CC1)C1CCNCC1)C=1C=C2C=CN(C(C2=CC1)=O)C